[K].BrC=1C=CC(=NC1)SC 5-bromo-2-(methylthio)pyridine potassium